(5-(5-fluoropyridin-3-yl)-4,5-dihydro-1H-pyrazol-1-yl)(1-(pyrimidin-2-yl)piperidin-4-yl)methanone FC=1C=C(C=NC1)C1CC=NN1C(=O)C1CCN(CC1)C1=NC=CC=N1